FC1=C(C=CC(=C1C)F)C=1C=C2C(=NC1)C=NN2CC2=CN=C(O2)C 5-[[6-(2,4-Difluoro-3-methyl-phenyl)pyrazolo[4,3-b]pyridin-1-yl]methyl]-2-methyl-oxazole